OC[C@]1(N2CCC(C1=O)(CC2)C)COC (S)-2-(hydroxymethyl)-2-(methoxymethyl)-4-methylquinuclidin-3-one